1-octadecanoyl-2-tridecanoyl-glycero-3-phospho-(1'-sn-glycerol) CCCCCCCCCCCCCCCCCC(=O)OC[C@H](COP(=O)(O)OC[C@H](CO)O)OC(=O)CCCCCCCCCCCC